2,2-bis(((4-azido-2,3,5,6-tetrafluorobenzoyl) oxy)methyl)propane-1,3-diyl bis(4-azido-2,3,5,6-tetrafluorobenzoate) N(=[N+]=[N-])C1=C(C(=C(C(=O)OCC(COC(C2=C(C(=C(C(=C2F)F)N=[N+]=[N-])F)F)=O)(COC(C2=C(C(=C(C(=C2F)F)N=[N+]=[N-])F)F)=O)COC(C2=C(C(=C(C(=C2F)F)N=[N+]=[N-])F)F)=O)C(=C1F)F)F)F